C(C)(C)C1=C(NC2=CC=C(C=C12)C1CCNCC1)C1=CNC2=NC=CC=C21 3-(3-isopropyl-5-(piperidin-4-yl)-1H-indol-2-yl)-1H-pyrrolo[2,3-b]pyridine